NC1=NC=CC(=C1Cl)SC=1C([C@H](C(=NC1)N1CCC2(CC1)C(C1=CC(=CC=C1C2)C#C)N)C)=O (S)-5-((2-amino-3-chloropyridin-4-yl)thio)-2-(1-amino-6-ethynyl-1,3-dihydrospiro[inden-2,4'-piperidin]-1'-yl)-3-methylpyridin-4(3H)-one